FC(CN1N=C(C=2C1=NC(=CN2)N2CCC1(CC(N(C1)C1=NC=CC(=N1)C(F)(F)F)=O)CC2)OC)F 8-(1-(2,2-difluoroethyl)-3-methoxy-1H-pyrazolo[3,4-b]pyrazin-6-yl)-2-(4-(trifluoromethyl)pyrimidin-2-yl)-2,8-diazaspiro[4.5]decan-3-one